methyl 1-(3-(difluoromethoxy)phenyl)-1H-pyrrolo[2,3-b]pyridine-5-carboxylate FC(OC=1C=C(C=CC1)N1C=CC=2C1=NC=C(C2)C(=O)OC)F